ClC=1C2=C(N(CN1)C1=C(C=CC=C1C)C(C)C)N=C(C(=C2)F)Cl 4,7-dichloro-6-fluoro-1-(2-isopropyl-6-methylphenyl)pyrido[2,3-d]pyrimidin